(S)-2-amino-5-((2-(p-tolyl)-2H-tetrazol-5-yl)amino)pentanoic acid N[C@H](C(=O)O)CCCNC=1N=NN(N1)C1=CC=C(C=C1)C